3-amino-4-(2-methoxyethoxy)-5-methylphenylamine NC=1C=C(C=C(C1OCCOC)C)N